6-chloro-8-(difluoromethoxy)pyrido[3,2-d]Pyrimidin-4-amine ClC=1C=C(C=2N=CN=C(C2N1)N)OC(F)F